(2R,6R)-N-[2-(1-benzylpiperidin-4-yl)ethyl]-4-(4-cyanophenyl)-2,6-dimethylpiperazine-1-carboxamide C(C1=CC=CC=C1)N1CCC(CC1)CCNC(=O)N1[C@@H](CN(C[C@H]1C)C1=CC=C(C=C1)C#N)C